2,5-dioxopyrrolidin-1-yl (S)-2-(4-(4-chlorophenyl)-2,3,9-trimethyl-6H-thieno[3,2-f][1,2,4]triazolo[4,3-a][1,4]diazepin-6-yl)acetate ClC1=CC=C(C=C1)C1=N[C@H](C=2N(C3=C1C(=C(S3)C)C)C(=NN2)C)CC(=O)ON2C(CCC2=O)=O